C(C)C1=C(C(=C(C=O)C=C1)F)CC(CO)O ethyl-3-(2,3-dihydroxypropyl)-2-fluoro-benzaldehyde